FC(OC=1C=C(C=CC1)C(N)([2H])[2H])(F)F [3-(trifluoromethoxy)phenyl](2H2)methanamine